1-[2-[5-bromo-2-(8-chloro-4-oxo-chromen-2-yl)phenoxy]ethyl]pyrrolidine-3-carboxamide BrC=1C=CC(=C(OCCN2CC(CC2)C(=O)N)C1)C=1OC2=C(C=CC=C2C(C1)=O)Cl